(S)-quinuclidin-3-yl (6-(2,4,5-trifluorophenyl)-2,3-dihydro-1H-inden-1-yl)carbamate FC1=C(C=C(C(=C1)F)F)C1=CC=C2CCC(C2=C1)NC(O[C@@H]1CN2CCC1CC2)=O